S1C(=CC=C1)C(=O)[O-] thiopheneAt